C(C)(C)(C)C1=NN(C(=C1)NC(=O)NC1=C(C=C(C=C1)OC1=CC=NC=2NC(C=NC21)=O)SC)C2CCCCC2 (3-(tert-butyl)-1-cyclohexyl-1H-pyrazol-5-yl)-3-(2-(methylthio)-4-((3-keto-3,4-dihydropyrido[2,3-b]pyrazin-8-yl)oxy)phenyl)urea